C(CCCC)C(=CC(=O)OCC)CCCCC ethyl 3-pentyloct-2-enoate